ClC1=C(C(=CC=C1F)Cl)COC=1C=CC(=NC1)N1C(OC(C1)CO)=O 3-{5-[(2,6-dichloro-3-fluorophenyl)methoxy]pyridin-2-yl}-5-(hydroxymethyl)-1,3-oxazolidin-2-one